BrC=1C=C(C(=NC1)NC1CC1)C(CC(=O)OC(C)(C)C)=O tert-butyl 3-(5-bromo-2-(cyclopropylamino) pyridin-3-yl)-3-oxopropanoate